BrC1=C(C=C2C(=NC(=NC2=C1)Cl)Cl)C(F)(F)F 7-bromo-2,4-dichloro-6-(trifluoromethyl)quinazoline